C(=C)P(=O)(C=C)C1=C(C=CC=C1)C1=C(C=CC(=C1)S(=O)(=O)N(C)C)S(=O)(=O)N (2-(divinylphosphoryl)phenyl)-N4,N4-dimethylbenzene-1,4-disulfonamide